C1(CC1)OC=1C=CC(=NC1)CN[C@H](C)C1=NC=CC=N1 (R)-N-((5-cyclopropoxypyridin-2-yl)methyl)-1-(pyrimidin-2-yl)ethan-1-amine